4-nitrophenyl (3-(4-(trifluoromethyl)phenyl)cyclobutyl) carbonate C(OC1=CC=C(C=C1)[N+](=O)[O-])(OC1CC(C1)C1=CC=C(C=C1)C(F)(F)F)=O